NC1=CC=CC(=N1)S(=O)(=O)NC(=O)C=1C(=NC(=CC1)C1C2CCC(C1)C2)N2C(C[C@@H](C2)C)(C)C N-[(6-Amino-2-pyridyl)sulfonyl]-6-norbornan-2-yl-2-[(4S)-2,2,4-trimethylpyrrolidin-1-yl]pyridin-3-carboxamid